KALIUM SORBAT C(\C=C\C=C\C)(=O)[O-].[K+]